C1(CCCCCC1)CCC1NC(N(C1=O)C1CC2(CC(C2)OC2=NC=CC=C2C(=O)N)C1)=O 2-{[(αR)-6-[4-(2-cycloheptylethyl)-2,5-dioxoimidazolidin-1-yl]spiro-[3.3]-heptan-2-yl]-oxy}pyridine-3-carboxamide